copper-iron-cadmium-lead [Pb].[Cd].[Fe].[Cu]